C1(=CC=CC=C1)C1C(C1)NC(=O)N1CCC(CC1)=CC1=CC(=CC(=C1)C)OC1=NC=CC=N1 4-[5-methyl-3-(pyrimidin-2-yloxy)-benzylidene]-piperidine-1-carboxylic acid (2-phenyl-cyclopropyl)-amide